N1,N1-bis(3-aminopropyl)-N3-dodecylpropane-1,3-diamine NCCCN(CCCNCCCCCCCCCCCC)CCCN